3-(1-oxo-5-(2,2,6,6-tetramethyl-piperidin-4-yl)isoindolin-2-yl)piperidine-2,6-dione O=C1N(CC2=CC(=CC=C12)C1CC(NC(C1)(C)C)(C)C)C1C(NC(CC1)=O)=O